C(C)(C)(C)OC(=O)N1C[C@@H](CC1)N(C)C1=NC(=NC2=C(C(=C(C=C12)OC(F)(F)F)Br)F)Cl (R)-3-((7-bromo-2-chloro-8-fluoro-6-(trifluoromethoxy)quinazolin-4-yl)(methyl)amino)pyrrolidine-1-carboxylic acid tert-butyl ester